NC1=C(C=C(C=C1NC=1SC(=NN1)C(F)F)Br)N1C[C@H](N(CC1)C(=O)OC(C)(C)C)C (R)-tert-butyl 4-(2-amino-5-bromo-3-((5-(difluoromethyl)-1,3,4-thiadiazol-2-yl)amino)phenyl)-2-methylpiperazine-1-carboxylate